4-((2-hydroxy-2-methylcyclopentyl-4,4-d2)oxy)-2-((1-(methylsulfonyl)piperidin-4-yl)amino)pyrimidine-5-carbonitrile OC1(C(CC(C1)([2H])[2H])OC1=NC(=NC=C1C#N)NC1CCN(CC1)S(=O)(=O)C)C